ON(C1=CC=CC=C1)O N,N-dihydroxyaniline